N6-glycyl-L-lysinate NCC(=O)NCCCC[C@H](N)C(=O)[O-]